Cl.COC=1C=C(C=CC1)C1CCNCC1 4-(3-methoxyphenyl)piperidine hydrochloride